tert-butyl ((4-((5-((3-(((tert-butyldimethylsilyl)oxy)methyl)-3-methyl-2-oxoindolin-6-yl)ethynyl)-2,6-naphthyridin-3-yl)amino)phenyl)(isopropyl) sulfaneylidene)carbamate [Si](C)(C)(C(C)(C)C)OCC1(C(NC2=CC(=CC=C12)C#CC1=C2C=C(N=CC2=CC=N1)NC1=CC=C(C=C1)S(C(C)C)=NC(OC(C)(C)C)=O)=O)C